ClC=1C=CC=C2C=CC=C(C12)C1=C(C=2N=C(N=C(C2C=N1)N1C[C@H]2C[C@H]([C@@H](C1)N2)OC)OCC21CCCN1CC(C2)F)F 7-(8-chloronaphthalen-1-yl)-8-fluoro-2-((2-fluorotetrahydro-1H-pyrrolizin-7a(5H)-yl)methoxy)-4-((1R,5R,6R)-6-methoxy-3,8-diazabicyclo[3.2.1]octan-3-yl)pyrido[4,3-d]pyrimidine